15,18-Dihydroxyheneicosanoic acid OC(CCCCCCCCCCCCCC(=O)O)CCC(CCC)O